(5-chloropyrazolo[1,5-a]pyridin-3-yl)methanone ClC1=CC=2N(C=C1)N=CC2C=O